N-{2-fluoro-6-[4-(propan-2-yl)piperazin-1-yl]phenyl}-4-methyl-4-[5-(propan-2-yl)-1,2,4-oxadiazol-3-yl]piperidine-1-carboxamide FC1=C(C(=CC=C1)N1CCN(CC1)C(C)C)NC(=O)N1CCC(CC1)(C1=NOC(=N1)C(C)C)C